3-methyl-4-(1-oxo-1,2-dihydroisoquinolin-5-yl)-N-(2-(trifluoromethyl)pyridin-4-yl)benzamide CC=1C=C(C(=O)NC2=CC(=NC=C2)C(F)(F)F)C=CC1C1=C2C=CNC(C2=CC=C1)=O